(R)-3-((6-(2-methoxy-4,6-dimethylphenyl)pyridazin-3-yl)amino)piperidine-1-carboxylic acid tert-butyl ester C(C)(C)(C)OC(=O)N1C[C@@H](CCC1)NC=1N=NC(=CC1)C1=C(C=C(C=C1C)C)OC